N(=C=O)N=C=N isocyanatocarbodiimide